N[C@H](C(=O)N1[C@@H]([C@H]2C([C@H]2C1)(C)C)C(=O)O)CC1COCC1 (1R,2S,5S)-3-[(2S)-2-amino-3-tetrahydrofuran-3-yl-propanoyl]-6,6-dimethyl-3-azabicyclo[3.1.0]hexane-2-carboxylic acid